(+-)-6-carbamoyl-3-methylamino-1,2,3,4-tetrahydrocarbazole C(N)(=O)C=1C=C2C=3C[C@@H](CCC3NC2=CC1)NC |r|